[I-].C(CCCCC)OC=1C(=NSN1)C1=CCC[N+](C1)(C(OC(=O)C1CCOCC1)C1=CC=CC=C1)C 5-(4-(Hexyloxy)-1,2,5-thiadiazol-3-yl)-1-methyl-1-(phenyl((tetrahydro-2H-pyran-4-carbonyl)oxy)methyl)-1,2,3,6-tetrahydropyridin-1-ium iodide